OC[C@H]1N(CCC1)C(=O)OC(C)(C)C (S)-tert-butyl 2-(hydroxymethyl)pyrrolidine-1-carboxylate